3-[(3R)-4,4-difluorotetrahydrofuran-3-yl]-1-[(1S)-1-(3,5-dimethyl-4-pyridyl)ethyl]-1-methyl-urea FC1([C@@H](COC1)NC(N(C)[C@@H](C)C1=C(C=NC=C1C)C)=O)F